C(CCCCC)(=O)C1(C2=NCN([C@H]3[C@H](O)[C@H](O)[C@@H](CO)O3)C2=NC=N1)N 6-hexanoyl-adenosine